CC1CC(C=2C3=CC=CC=C3C(NC2C1)=O)=O 3-methyl-2,3,4,5-tetrahydrophenanthridine-1,6-dione